(Z)-ethyl 3-(benzylamino)-4,4,4-trifluorobut-2-enoate C(C1=CC=CC=C1)N\C(=C/C(=O)OCC)\C(F)(F)F